C(C)OC1NCC2=CC=CC=C12 ethoxyisoindoline